(4S,7S)-N-[(1S)-1-cyano-2-[4-(3-methyl-2-oxo-1,3-benzoxazol-5-yl)phenyl]ethyl]-1,6-dioxa-9-azaspiro[3.6]decane-7-carboxamide C(#N)[C@H](CC1=CC=C(C=C1)C=1C=CC2=C(N(C(O2)=O)C)C1)NC(=O)[C@H]1OC[C@]2(CCO2)CNC1